(6S)-6-{[7-bromo-2-(4-methoxyphenyl)[1,2,4]triazolo[1,5-c]quinazolin-5-yl]amino}-1,4-diazepan-5-one BrC1=CC=CC=2C=3N(C(=NC12)N[C@@H]1C(NCCNC1)=O)N=C(N3)C3=CC=C(C=C3)OC